((1r,4r)-4-isopropoxycyclohexyl)methyl 4-methylbenzenesulfonate CC1=CC=C(C=C1)S(=O)(=O)OCC1CCC(CC1)OC(C)C